4-((4-((6-azaspiro[2.5]oct-6-yl)methyl)-3-methylbenzyl)amino)-2-(2,6-dioxopiperidin-3-yl)isoindoline-1,3-dione hydrochloride Cl.C1CC12CCN(CC2)CC2=C(C=C(CNC1=C3C(N(C(C3=CC=C1)=O)C1C(NC(CC1)=O)=O)=O)C=C2)C